CC1COC2(CN(C2)C(=O)OCC2=CC=CC=C2)OC1 benzyl 7-methyl-5,9-dioxa-2-azaspiro[3.5]nonane-2-carboxylate